FC1=CC(=CC2=C1NC(=N2)C2=CC(=NN2CC2=CC=C(C=C2)OC)NC(=O)C=2C=NC(=CC2)N2CC(C2)OC)OC N-[5-(7-fluoro-5-methoxy-1H-benzimidazol-2-yl)-1-[(4-methoxyphenyl)methyl]pyrazol-3-yl]-6-(3-methoxyazetidin-1-yl)pyridine-3-carboxamide